(S)-2-(6-chloro-7H-purin-8-yl)pyrrolidine-1-carboxylic acid benzyl ester C(C1=CC=CC=C1)OC(=O)N1[C@@H](CCC1)C1=NC2=NC=NC(=C2N1)Cl